Allenyltin C(=C=C)[Sn]